O(CCOCCO)CCOCCO 2,2'-((oxybis(ethane-2,1-diyl))bis(oxy))bis(ethane-1-ol)